2-(1-phenylvinyl)-4-bromopyridine C1(=CC=CC=C1)C(=C)C1=NC=CC(=C1)Br